5,6-Diazaspiro[2.4]heptane-5-carboxylic acid tert-butyl ester C(C)(C)(C)OC(=O)N1CC2(CC2)CN1